CN(C(=S)[S-])C N,N-dimethylcarbamodithioat